6-((1r,4r)-4-(1-ethyl-3-(6-(trifluoromethyl)pyridin-3-yl)-1H-1,2,4-triazol-5-yl)cyclohexyl)-2-thia-6-azaspiro[3.4]octane 2,2-dioxide C(C)N1N=C(N=C1C1CCC(CC1)N1CC2(CS(C2)(=O)=O)CC1)C=1C=NC(=CC1)C(F)(F)F